2-(1,3-Dimethyl-1H-pyrazol-4-yl)-N-[(2S)-1-hydroxypropan-2-yl]-6-[4-(trifluoromethoxy)phenyl]pyrimidin CN1N=C(C(=C1)C1N(C(=CC=N1)C1=CC=C(C=C1)OC(F)(F)F)[C@H](CO)C)C